N,1-diphenyl-2-vinylcyclopropane-1-carboxamide C1(=CC=CC=C1)NC(=O)C1(C(C1)C=C)C1=CC=CC=C1